({6-[(1,3-benzothiazol-2-yl)amino]-5-methylpyridazin-3-yl}(methyl)amino)-5-[(1E)-2-methyl-3-phenoxyprop-1-en-1-yl]-1,3-thiazole-4-carboxylic acid S1C(=NC2=C1C=CC=C2)NC2=C(C=C(N=N2)N(C)C=2SC(=C(N2)C(=O)O)\C=C(\COC2=CC=CC=C2)/C)C